C[C@@H]1N(C[C@@H](CC1)C1=NC(=CC(=N1)N1C=NC(=C1)C)NC1=CC=CC=C1)C(C)=O 1-((2S,5R)-2-methyl-5-(4-(4-methyl-1H-imidazol-1-yl)-6-(phenylamino)pyrimidin-2-yl)piperidin-1-yl)ethan-1-one